N-methyl-acetyl-hydrazine CN(N)C(C)=O